1,3-Bis-[2-(4-hydroxyphenyl)-2-propyl]-benzol OC1=CC=C(C=C1)C(C)(C)C1=CC(=CC=C1)C(C)(C)C1=CC=C(C=C1)O